9-(4-(4-(dimethylamino)piperidin-1-yl)-3-fluorophenyl)-1-isopropyl-3-methylpyrazolo[1,5-c]quinazolin-2(3H)-one CN(C1CCN(CC1)C1=C(C=C(C=C1)C1=CC=2C=3N(C=NC2C=C1)N(C(C3C(C)C)=O)C)F)C